BrC=1C=C(C=CC1)C(C1=C(C=CC=C1)C)C(=S)C(C1=CC(=CC=C1)Br)C1=C(C=CC=C1)C (3-bromophenyl)(o-tolyl)methylthioketone